N-(2,2-dicyclopropyl-1-(5-((2-oxo-4-(trifluoromethyl)imidazolidin-1-yl)methyl)benzo[d]oxazol-2-yl)ethyl)-1-isopropyl-1H-imidazole-2-carboxamide C1(CC1)C(C(C=1OC2=C(N1)C=C(C=C2)CN2C(NC(C2)C(F)(F)F)=O)NC(=O)C=2N(C=CN2)C(C)C)C2CC2